FC1(CC[NH2+]CC1)F 4,4-difluoropiperidinium